2-(2-(tert-butyl)phenoxy)-N-(4-cyanophenyl)acetamide C(C)(C)(C)C1=C(OCC(=O)NC2=CC=C(C=C2)C#N)C=CC=C1